[Si](C)(C)(C(C)(C)C)OCCCC1=NC(=CC(=N1)N1CCOCC1)N1N=C(C=C1)C1=CC(=CC=C1)C 4-(2-[3-[(tert-butyldimethylsilyl)oxy]propyl]-6-[3-(3-methylphenyl)-1H-pyrazol-1-yl]pyrimidin-4-yl)morpholine